5-(2-(pyrrolidin-1-yl)ethoxy)-1H-indole-2-carboxylic acid N1(CCCC1)CCOC=1C=C2C=C(NC2=CC1)C(=O)O